(3-bromopyridin-2-yl)boric acid BrC=1C(=NC=CC1)OB(O)O